tert-butyl N-[(1S)-3-(4-fluorophenyl)-1-formyl-propyl]carbamate FC1=CC=C(C=C1)CC[C@@H](C=O)NC(OC(C)(C)C)=O